OC(C[N+](C)(C)C)C 2-hydroxy-N,N,N-trimethyl-1-propanaminium